N[C@@H]1C2=CC=CC=C2CC12CCN(CC2)C=2C(=NC(=CN2)C#CCOC2=CC1=C(OCO1)C=C2)CO (S)-(3-(1-amino-1,3-dihydrospiro[indene-2,4'-piperidin]-1'-yl)-6-(3-(benzo[d][1,3]dioxol-5-oxy)prop-1-yn-1-yl)pyrazin-2-yl)methanol